N(=[N+]=[N-])CCN1C(C=CC2=C1N=CN=C2)=O 8-(2-azidoethyl)pyrido[2,3-d]Pyrimidin-7(8H)-one